6-(4-chlorophenyl)-2-(3-fluorophenyl)-N-[(4-hydroxy-1-methylpiperidin-4-yl)methyl]-3-oxo-2,3-dihydropyridazine-4-carboxamide ClC1=CC=C(C=C1)C=1C=C(C(N(N1)C1=CC(=CC=C1)F)=O)C(=O)NCC1(CCN(CC1)C)O